tert-butyl 4-(4-((trimethylsilyl)ethynyl) phenyl)piperidine-1-carboxylate C[Si](C)(C)C#CC1=CC=C(C=C1)C1CCN(CC1)C(=O)OC(C)(C)C